C(C1=CC=CC=C1)OC(=O)Cl.C(C#C)NC(OCC1=CC=CC=C1)=O Benzyl prop-2-yn-1-ylcarbamate Benzyl-chloroformate